(5R)-2-[2-Fluoro-4-(hydroxy-methyl)phenyl]-5-methyl-6,7-dihydro-5H-pyrazolo[5,1-b][1,3]oxazine-3-carboxylic acid FC1=C(C=CC(=C1)CO)C1=NN2C(O[C@@H](CC2)C)=C1C(=O)O